O[C@@H]1C[C@H](N(C1)C([C@H](C(C)C)C1=CC(=NO1)OC1CCNCC1)=O)C(=O)N[C@@H](C)C1=CC=C(C=C1)C1=C(N=CS1)C (2S,4R)-4-hydroxy-1-((R)-3-methyl-2-(3-(piperidin-4-yloxy)isoxazol-5-yl)butanoyl)-N-((S)-1-(4-(4-methylthiazol-5-yl)phenyl)ethyl)pyrrolidine-2-carboxamide